4-[4-(benzyloxy)-2-methoxy-6-methylbenzoyloxy]-6-hydroxy-2,3-dimethylbenzoic acid C(C1=CC=CC=C1)OC1=CC(=C(C(=O)OC2=C(C(=C(C(=O)O)C(=C2)O)C)C)C(=C1)C)OC